C1(=CC=C(C=C1)C1(CCC1)O)C 1-(p-tolyl)cyclobutan-1-ol